N-[4-(3-Cyanophenyl)-5-(3-fluoro-2,6-dimethyl-4-pyridyl)thiazol-2-yl]-3-oxo-2,7-diazaspiro[3.5]nonane-7-carboxamide C(#N)C=1C=C(C=CC1)C=1N=C(SC1C1=C(C(=NC(=C1)C)C)F)NC(=O)N1CCC2(C(NC2)=O)CC1